ClC1=C(C=CC=C1Cl)N1CCN(CC1)CCC1(CCC(CC1)NC1=NC=C(C=N1)F)F N-(cis-4-(2-(4-(2,3-dichlorophenyl)piperazin-1-yl)ethyl)-4-fluorocyclohexyl)-5-fluoropyrimidine-2-amine